C(CCC)C1C(N=CC1)=O 3-butyl-5-pyrrolinone